(R)-3-((3-((1-(2-bromoisonicotinyl)pyrrolin-3-yl)oxy)-3-oxopropyl)amino)-7-(Trifluoromethoxy)benzo[e][1,2,4]triazine-1,4-dioxide BrC=1C=C(CN2C=C(CC2)OC(CCNC=2N=[N+](C3=C([N+]2[O-])C=CC(=C3)OC(F)(F)F)[O-])=O)C=CN1